C(C)(C)(C)OC(=O)N1CC=2C=CC(=NC2CC1)P(OC)=O methyl (6-(tert-butoxycarbonyl)-5,6,7,8-tetrahydro-1,6-naphthyridin-2-yl)phosphinate